COC1=CC=C(C=C1)C1=CN=C2N1C=CN=C2NC2=CC(=C(C(=O)N1CCC(CC1)CNCCC#N)C=C2)C 3-[[1-[4-[[3-(4-methoxyphenyl)imidazo[1,2-a]pyrazin-8-yl]amino]-2-methylbenzoyl]piperidin-4-yl]methylamino]propanenitrile